tert-butyl (R)-6-(4-chloro-benzyl)-9-(4-cyano-2-fluorophenyl)-7,10-dioxo-2,6,9-triazaspiro[4.5]decane-2-carboxylate ClC1=CC=C(CN2[C@@]3(CCN(C3)C(=O)OC(C)(C)C)C(N(CC2=O)C2=C(C=C(C=C2)C#N)F)=O)C=C1